C(C)C=1SC=C(N1)C 2-Ethyl-4-methyl-1,3-thiazole